FC(C1=C(C(=NN1C1CCOCC1)C1=CC=C(C=C1)CNC(C1=C(C=CC=C1)OC)=O)C(=O)N)F 5-(difluoromethyl)-3-[4-[[(2-methoxybenzoyl)amino]methyl]phenyl]-1-tetrahydropyran-4-yl-pyrazole-4-carboxamide